C(CCC)N1C(=NC=C1)S(=O)(=O)O.C(C)(C)C1=C(C=CC=C1)NC(=S)N\N=C\C1=CC=C(C=C1)N1N=C(C(=C1)C(=O)NC1=CC=C(C=C1)OC(F)(F)F)C 1-[4-[(E)-[(2-isopropylphenyl)carbamothioylhydrazono]methyl]phenyl]-3-methyl-N-[4-(trifluoromethoxy)phenyl]pyrazole-4-carboxamide 1-butylimidazolesulfonate